N[C@H](C(=O)N1CC=2N=CN=CC2CC1)CC1=CC(=C(C=C1)OC1=C2C(=NC=C1)NC=C2C)F (S)-2-amino-1-(5,8-dihydropyrido[3,4-d]pyrimidin-7(6H)-yl)-3-(3-fluoro-4-((3-methyl-1H-pyrrolo[2,3-b]pyridin-4-yl)oxy)phenyl)propan-1-one